(2S,5R)-2-(N-(2-Acetamidocyclopropyl) carbamimidoyl)-7-oxo-1,6-diazabicyclo[3.2.1]octan-6-yl hydrogen sulfate S(=O)(=O)(ON1[C@@H]2CC[C@H](N(C1=O)C2)C(NC2C(C2)NC(C)=O)=N)O